4-[4-(3-fluoro-4-hydroxy-pyrazolo[1,5-a]pyridin-6-yl)-5-methyl-triazol-1-yl]piperidine-1-carboxylic acid tert-butyl ester C(C)(C)(C)OC(=O)N1CCC(CC1)N1N=NC(=C1C)C=1C=C(C=2N(C1)N=CC2F)O